C(CCCCCCCC)C=1C=CC=C(C1)O 5-Nonylphenol